CC1(CCC=2C(=NNC2C1)C=1NC2=CC(=CC=C2C1)C(=O)N1CC2(C1)CN(CC2)C(=O)OC(C)(C)C)C tert-butyl 2-[2-(6,6-dimethyl-1,4,5,7-tetrahydroindazol-3-yl)-1H-indole-6-carbonyl]-2,6-diazaspiro[3.4]octane-6-carboxylate